[C@H]12OC[C@H](N(C1)C1=NN3C(N=CC=C3)=C1C(=O)NC=1C(=NN(C1)C1CCC(CC1)O)C(F)F)C2 ((1r,4r)-2-oxa-5-azabicyclo[2.2.1]hept-5-yl)-N-(3-(difluoromethyl)-1-(4-hydroxycyclohexyl)-1H-pyrazol-4-yl)pyrazolo[1,5-a]pyrimidine-3-carboxamide